trimethyl(methoxymethyl)phosphonium C[P+](COC)(C)C